ClC1=CC=CC(=N1)[C@@H](C)N1C(C=2N([C@@H](C1)C(=O)NC)N=C1C2CN([C@@H](C1)C)C(C1=CC(=C(C=C1)Cl)Cl)=O)=O |o1:7| (3R,7S)-9-((R*)-1-(6-Chloropyridin-2-yl)ethyl)-2-(3,4-dichlorobenzoyl)-N,3-dimethyl-10-oxo-1,2,3,4,7,8,9,10-octahydropyrido[4',3':3,4]pyrazolo[1,5-a]pyrazine-7-carboxamide